1-(4-methoxy-2-methylphenyl)dihydropyrimidine-2,4(1H,3H)-dione COC1=CC(=C(C=C1)N1C(NC(CC1)=O)=O)C